5-chloro-N-((1r,4r)-4-((3-(6-(2-hydroxyethoxy)pyridin-3-yl)-2-oxo-2,3-dihydro-1H-benzo[d]imidazol-1-yl)methyl)cyclohexyl)-2-(trifluoro-methyl)nicotinamide ClC=1C=NC(=C(C(=O)NC2CCC(CC2)CN2C(N(C3=C2C=CC=C3)C=3C=NC(=CC3)OCCO)=O)C1)C(F)(F)F